(3R)-4-[4-(diethylphosphoryl)-7-(1H-pyrazol-5-yl)imidazo[1,5-b]pyridazin-2-yl]-3-methylmorpholine C(C)P(=O)(CC)C=1C=2N(N=C(C1)N1[C@@H](COCC1)C)C(=NC2)C2=CC=NN2